4-(2-bromophenyl)-2-{3-[4-(pyrrolidin-1-yl)butyl]ureido}thiophene-3-carboxamide methyl-2-(6-chloropyridin-3-yl)acetate COC(CC=1C=NC(=CC1)Cl)=O.BrC1=C(C=CC=C1)C=1C(=C(SC1)NC(=O)NCCCCN1CCCC1)C(=O)N